FC1=C(C=CC(=C1)F)S(=O)(=O)NC1=CC=C2CCCN(C2=C1)S(=O)(=O)C1=C(C(=O)OCC2CC3=C(OC=4C2=NC=CC4)C=CC=C3)C=CC=C1 (10,11-dihydrobenzo[6,7]oxepino[3,2-b]pyridin-11-yl)methanol ((7-(2,4-difluorophenylsulfonylamino)-3,4-dihydroquinolin-1(2H)-yl)sulfonyl)benzoate